3-(bromomethyl)-6-chloro-4-methoxypyridazine BrCC=1N=NC(=CC1OC)Cl